N1=CC(=C2OCCCN21)C(=O)N2CCC1(C(C(C1)C1N3C(C=4C=CC=CC14)=CN=C3)O)CC2 6,7-dihydro-5H-pyrazolo[5,1-b][1,3]oxazin-3-yl-[3-hydroxy-2-(5H-imidazo[1,5-b]isoindol-5-yl)-7-azaspiro[3.5]nonan-7-yl]methanone